CC=1C(=NC(=NC1)NC=1C=CC2=C(NC(CCC2)=O)C1)NN1C(OC2=C1C=CC=C2)=O (5-methyl-2-(2-oxo-2,3,4,5-tetrahydro-1H-benzo[b]azepin-8-ylamino)pyrimidin-4-ylamino)benzo[d]oxazol-2(3H)-one